4-(amino(5-chloro-6-(trifluoromethyl)pyridin-2-yl)methyl)benzonitrile hydrochloride Cl.NC(C1=CC=C(C#N)C=C1)C1=NC(=C(C=C1)Cl)C(F)(F)F